N[C@@H](C(C)C)C(=O)N[C@@H](C)C(=O)N[C@@H](CC(=O)O)C(=O)C(F)C(=O)C(C([C@@H](NC([C@@H](NC([C@@H](N)C(C)C)=O)C)=O)CC(=O)O)=O)F valyl-alanyl-aspartyl-fluoromethylketone